N[C@@H](C)C(=O)N[C@@H](CCC(=O)[O-])C(=O)[O-] L-Alanyl-L-glutamate